3-oxo-3-(4-(pyrrolidine-1-carbonyl)phenyl)propionitrile O=C(CC#N)C1=CC=C(C=C1)C(=O)N1CCCC1